COC([C@H](CC(C)C)N1N=C(C(=C(C1=O)C)C)CCN1CCC1)=O (S)-2-(3-(2-(azetidin-1-yl)ethyl)-4,5-dimethyl-6-oxopyridazin-1(6H)-yl)-4-methylpentanoic acid methyl ester